4-Chloro-5-(3-(4-fluoro-2-(trifluoromethyl)benzyl)-5,6-dihydroimidazo[1,2-a]pyrazine-7(8H)-yl)-2-(tetrahydro-2H-pyran-2-yl)pyridazin-3(2H)-one ClC=1C(N(N=CC1N1CC=2N(CC1)C(=CN2)CC2=C(C=C(C=C2)F)C(F)(F)F)C2OCCCC2)=O